FC1=CC=C(C=C1)C=1C(C(=NN(C1)C(C)C)C(=O)OCC)=O Ethyl 5-(4-fluorophenyl)-1-isopropyl-4-oxo-1,4-dihydropyridazine-3-carboxylate